5-[5-fluoro-1-(4-fluoro-3-methyl-phenyl)-2-isopropyl-indol-3-yl]Ethyl-(1,2,4-oxadiazole) FC=1C=C2C(=C(N(C2=CC1)C1=CC(=C(C=C1)F)C)C(C)C)CCC1=NC=NO1